tert-butyl (3S)-3-{[5-(5-acetyl-1-methyl-1H-1,2,4-triazol-3-yl)-6-methylpyridin-2-yl]amino}pyrrolidine-1-carboxylate C(C)(=O)C1=NC(=NN1C)C=1C=CC(=NC1C)N[C@@H]1CN(CC1)C(=O)OC(C)(C)C